2,2-bis(cyclohexylmethyl)-1,3-dimethoxypropane C1(CCCCC1)CC(COC)(COC)CC1CCCCC1